NC1=C2C(=C3C(=N1)C=CS3)N(C(=N2)CCCC)CC2=CC=C(CNCCCCCC(=O)O)C=C2 6-((4-((4-amino-2-butyl-1H-imidazo[4,5-d]thieno[3,2-b]pyridin-1-yl)methyl)benzyl)amino)hexanoic acid